2-cyclopropyl-2-methylpropionic acid C1(CC1)C(C(=O)O)(C)C